ClC1=CC=C(C=C1)N1N=C(C=C1)OCC1=C(C=CC=C1C)N1N=NN(C1=O)C 1-[2-({[1-(4-chlorophenyl)-1H-pyrazol-3-yl]oxy}methyl)-3-methylphenyl]-4-methyl-5-oxo-4,5-dihydro-1H-tetrazole